5-carbamoyl-2-(4-ethyl-2-methyloxazole-yl)-4-ethyl-2-methyloxazole-5-carboxamide C(N)(=O)C1(C(=NC(O1)(C)C1=C(N=C(O1)C)CC)CC)C(=O)N